COC(=O)C=1C=NC(=CC1)C(=O)ONC(C)N 6-((((1-aminoethyl)amino)oxy)carbonyl)pyridine-3-carboxylic acid methyl ester